CC=1C=CC(=C(C1)O)C1=NN=C(C2=CC(=CC=C12)C)N[C@H]1CN(CCC1)C (R)-5-methyl-2-(6-methyl-4-((1-methylpiperidin-3-yl)amino)phthalazin-1-yl)phenol